ClC1=C(C(=CC(=N1)C=1C=NN(C1)C1CN(C1)C(=O)OC(C)(C)C)C(F)(F)F)C#N tert-Butyl 3-[4-[6-chloro-5-cyano-4-(trifluoromethyl)-2-pyridyl]pyrazol-1-yl]azetidine-1-carboxylate